1-methyl-4-[2-[3-(4,4,5,5-tetramethyl-1,3,2-dioxaborolan-2-yl)phenyl]ethynyl]piperidine CN1CCC(CC1)C#CC1=CC(=CC=C1)B1OC(C(O1)(C)C)(C)C